tert-butyl ((1s,4s)-4-(1-(2,6-dioxopiperidin-3-yl)-5-fluoroindolin-4-yl)cyclohexyl)(methyl)carbamate O=C1NC(CCC1N1CCC2=C(C(=CC=C12)F)C1CCC(CC1)N(C(OC(C)(C)C)=O)C)=O